tris(3-methylphenyl-amino)-triphenylamine CC=1C=C(C=CC1)NC1=C(C(=C(C=C1)N(C1=CC=CC=C1)C1=CC=CC=C1)NC1=CC(=CC=C1)C)NC1=CC(=CC=C1)C